2,4,6-Trichlorophenyl-10-methylacridan-9-carboxylat ClC1=C(C(=CC(=C1)Cl)Cl)OC(=O)C1C2=CC=CC=C2N(C=2C=CC=CC12)C